4-[4-cyano-6-[1-[(1,1-dioxothiolan-2-yl)methyl]pyrazol-4-yl]-2-methylindazol-3-yl]-2-(difluoromethoxy)-N-[(1-fluorocyclopropyl)methyl]-6-methoxybenzamide C(#N)C=1C2=C(N(N=C2C=C(C1)C=1C=NN(C1)CC1S(CCC1)(=O)=O)C)C1=CC(=C(C(=O)NCC2(CC2)F)C(=C1)OC)OC(F)F